CSC1=C(C=CC=C1)P(N(C(C1=CC=CC=C1)=O)P(C1=CC=C(C=C1)[Si](CCCC)(CCCC)CCCC)C1=C(C=CC=C1)SC)C1=CC=C(C=C1)[Si](CCCC)(CCCC)CCCC N,N-bis((2-(methylthio)phenyl)(4-(tributylsilyl)phenyl)phosphaneyl)benzamide